C(C)(C)(C)[Si](OC(CO)CC\C=C/CCCCCCCC)(C1=CC=CC=C1)C1=CC=CC=C1 (5Z)-2-{[tert-butyl-(diphenyl)silyl]oxy}tetradec-5-en-1-ol